C1(=CC=CC=2C=CC=3C=4C=CC=CC4NC3C21)C2=CC=CC=1[SiH2]C3=C(C12)C=CC=C3 benzocarbazolyl-dibenzosilol